1-phenyl-3-(2-(undec-2-yl)-1,3-dioxan-4-yl)propan-1-one C1(=CC=CC=C1)C(CCC1OC(OCC1)C(C)CCCCCCCCC)=O